CN(C(C)=O)C=1C(=NC=CC1)NC1=NC(=NS1)C=1C=C2C(=CN1)N(CC2)C N-methyl-N-(2-(3-(1-methyl-2,3-dihydro-1H-pyrrolo[2,3-c]pyridin-5-yl)-1,2,4-thiadiazol-5-ylamino)pyridin-3-yl)acetamide